sodium citrate, calcium salt [Ca+2].C(CC(O)(C(=O)[O-])CC(=O)[O-])(=O)[O-].[Na+]